7-chloro-3,4-dihydronaphthalen-1(2H)-one ClC1=CC=C2CCCC(C2=C1)=O